C(CC)N1COCCC1 N-propyl-1,3-oxazinane